D-alpha-methyl-lysine C[C@](N)(CCCCN)C(=O)O